5-[(3R)-3-(dimethylamino)pyrrolidin-1-yl]-N-(8-fluoro-2-methyl-imidazo[1,2-a]pyridin-6-yl)thiazolo[5,4-b]pyridine-2-carboxamide CN([C@H]1CN(CC1)C1=CC=C2C(=N1)SC(=N2)C(=O)NC=2C=C(C=1N(C2)C=C(N1)C)F)C